N1=CC(=CC(=C1)C=1C=NN(C1)C=1C=C(C=CC1C)NC(C1=CC(=C(C=C1)C)C(F)(F)F)=O)C=1C=NC=CC1 N-(3-(4-([3,3'-bipyridin]-5-yl)-1H-pyrazol-1-yl)-4-methylphenyl)-4-methyl-3-(trifluoromethyl)benzamide